(R)-1-(2-fluoro-3-hydroxypropyl)-N-((5-phenyl-1,3,4-thiadiazol-2-yl)methyl)-1H-1,2,3-triazole-4-carboxamide F[C@H](CN1N=NC(=C1)C(=O)NCC=1SC(=NN1)C1=CC=CC=C1)CO